C(#C)C=1C=C(C=CC1)NC1=NC=NC2=CC(=C(C=C12)OC1CCN(CC1)C(=O)OC(C)(C)C)OC 4-[(3-ethynyl-phenyl)amino]-6-[1-(tert-butoxycarbonyl)-piperidin-4-yloxy]-7-methoxy-quinazoline